3-[[6-[4-Chloro-3-(difluoromethoxy)phenyl]pyrazolo[4,3-b]pyridin-1-yl]methyl]-5-methyl-isoxazole ClC1=C(C=C(C=C1)C=1C=C2C(=NC1)C=NN2CC2=NOC(=C2)C)OC(F)F